4-(1-{4-[(2S)-2,3-dihydro-1,4-benzodioxin-2-yl]benzyl}piperidin-4-yl)benzoic acid O1[C@H](COC2=C1C=CC=C2)C2=CC=C(CN1CCC(CC1)C1=CC=C(C(=O)O)C=C1)C=C2